thiopyryl isocyanate S1C(C=CC=C1)N=C=O